2-Hydroxyethyl-8-{[(4-chloro-2,6-dimethylphenyl)acetyl]amino}-1,4-dioxaspiro[4.5]decan-8-carboxylat OCCOC(=O)C1(CCC2(OCCO2)CC1)NC(CC1=C(C=C(C=C1C)Cl)C)=O